2-(2,6-dimethylpyridin-4-yl)-3,6-bis(9H-pyrido[3,4-b]indol-9-yl)benzonitrile CC1=NC(=CC(=C1)C1=C(C#N)C(=CC=C1N1C2=C(C3=CC=CC=C13)C=CN=C2)N2C1=C(C3=CC=CC=C23)C=CN=C1)C